methoxyphenylmethylbenzylsulfonium CO[S+](CC1=CC=CC=C1)CC1=CC=CC=C1